[C-]1(C=CC=C1)/C=C/C(=O)C1=CC(OC2=CC(=CC=C12)O)=O.[CH-]1C=CC=C1.[Fe+2] (E)-4-(3-ferrocenyl-acryl)-7-hydroxycoumarin